tert-Butyl (2S,3S)-3-((tert-butoxycarbonyl)(methyl)amino)-2-methylpyrrolidine-1-carboxylate C(C)(C)(C)OC(=O)N([C@@H]1[C@@H](N(CC1)C(=O)OC(C)(C)C)C)C